FC=1C=C(C=C(C1)F)[C@@H]1CC[C@H]2OC3(C(N21)=O)CCN(CC3)C(=O)C3=CC(=CC=C3)N3CCOCC3 (5'S,7a'R)-5'-(3,5-difluorophenyl)-1-[3-(morpholin-4-yl)-benzene-1-carbonyl]-tetrahydro-3'H-spiro[piperidine-4,2'-pyrrolo[2,1-b][1,3]oxazol]-3'-one